C1(CC1)C1=C(N=CO1)C(=O)N1C2CN(CC1CC2)CC2=C(N=C1N2C=CC=N1)C1=CC=C(C=C1)C(C)C (5-Cyclopropyl-1,3-oxazol-4-yl)(3-{[2-(4-isopropylphenyl)imidazo[1,2-a]pyrimidin-3-yl]methyl}-3,8-diazabicyclo[3.2.1]oct-8-yl)methanone